2-(3-fluorobenzene-1-carbonyl)-8,8-dimethyl-7-oxo-2-azaspiro[3.5]non-5-ene-6-carbonitrile FC=1C=C(C=CC1)C(=O)N1CC2(C1)C=C(C(C(C2)(C)C)=O)C#N